(phenyl-d5)triazine C1(=C(C(=C(C(=C1[2H])[2H])[2H])[2H])[2H])C1=NN=NC=C1